NC1=C(C=C(C(=C1)F)N)F 1,4-Diamino-2,5-difluorobenzene